C(#N)C=1C=C(C=CC1)C1=CC(=CC=C1)B(O)O (3'-cyano-[1,1'-biphenyl]-3-yl)boronic acid